2,7-dihydroxyquinoline OC1=NC2=CC(=CC=C2C=C1)O